FC1=C(C=C(C=C1)C1=NN=NN1)[N+](=O)[O-] (4-fluoro-3-nitrophenyl)tetrazole